F[C@@]12[C@]3(C=CC(C=C3CC[C@H]1[C@@H]1C[C@@H]([C@](C(CCl)=O)([C@]1(CC2=O)C)O)C)=O)C 9α-fluoro-16β-methyl-17α-hydroxy-21-chloropregna-1,4-diene-3,11,20-trione